NC1=C(C=C(C=C1)N1CCC(CC1)N(C)C)NC(OC(C)(C)C)=O tert-butyl (2-amino-5-(4-(dimethylamino)piperidin-1-yl)phenyl)carbamate